cyanoether valerate C(CCCC)(=O)O.C(#N)OC#N